1-amino-3-methylpyridin-2(1H)-one NN1C(C(=CC=C1)C)=O